2-((R)-2-benzylazepan-1-yl)-6-((2S,6S)-2,6-dimethylmorpholino)pyrimidin-4(3H)-one C(C1=CC=CC=C1)[C@@H]1N(CCCCC1)C1=NC(=CC(N1)=O)N1C[C@@H](O[C@H](C1)C)C